[N+](#[C-])CCOCC(C)C 1-(2-isocyanoethoxy)-2-methylpropane